BrC1=C(C=C(NC2=NC=C(C(=N2)N[C@H]2[C@@H](CCCC2)C#N)C)C=C1C(F)(F)F)CO (trans)-2-[[2-[4-bromo-3-(hydroxymethyl)-5-(trifluoromethyl)anilino]-5-methyl-pyrimidin-4-yl]amino]cyclohexanecarbonitrile